C(CCCCCCCC)(=O)C(=O)C1=CC(OC)=C(O)C=C1 nonanoyl-vanillin